cyclopentadiazine N1N=CC=C2C1=CC=C2